methyl 7-(1-methyl-1H-pyrazol-5-yl)-5-[(3R)-3-methylmorpholin-4-yl]-[1,2]thiazolo[4,5-b]pyridine-3-carboxylate CN1N=CC=C1C1=C2C(=NC(=C1)N1[C@@H](COCC1)C)C(=NS2)C(=O)OC